C1(=CC=CC=C1)N1C(=NC(=C1)CCCCCCN1CCCCC1)NC(C1=CC(=CC=C1)C=1C=C2C=NN(C2=CC1)COCC[Si](C)(C)C)=O N-(1-phenyl-4-(6-(piperidin-1-yl)hexyl)-1H-imidazol-2-yl)-3-(1-((2-(trimethylsilyl)ethoxy)methyl)-1H-indazol-5-yl)benzamide